COC=1C=C(C=C2C(=NC=NC12)N[C@H](C)C=1N=NC(=CC1)C)C=1SC(=NN1)C (R)-8-Methoxy-6-(5-methyl-1,3,4-thiadiazol-2-yl)-N-(1-(6-methylpyridazin-3-yl)ethyl)quinazolin-4-amine